BrC1=CC=C(C2=C1CCO2)NC(=O)NC2=CC(=C(C=C2)CN2CCN(CC2)C)C(F)(F)F 1-(4-bromo-2,3-dihydrobenzofuran-7-yl)-3-(4-((4-methylpiperazin-1-yl)methyl)-3-(trifluoromethyl)phenyl)urea